1-[3-acetyl-6-[6-(6-methylpyridazin-3-yl)oxypyrazolo[1,5-a]pyridin-3-yl]pyridin-2-yl]-5-cyclopropylpyrazole-3-carbonitrile C(C)(=O)C=1C(=NC(=CC1)C=1C=NN2C1C=CC(=C2)OC=2N=NC(=CC2)C)N2N=C(C=C2C2CC2)C#N